[2-bromo-4-(5-methyl-4H-1,2,4-triazol-3-yl)phenyl]-(4-methylpiperidin-1-yl)methanone BrC1=C(C=CC(=C1)C1=NN=C(N1)C)C(=O)N1CCC(CC1)C